CC1=C(C=C(C(=C1)O)C)S(=O)(=O)C1=C(C=C(C(=C1)C)O)C bis-(2,5-dimethyl-4-hydroxyphenyl) sulfone